tert-butyl 2-oxo-[1,4'-bipiperidine]-1'-carboxylate O=C1N(CCCC1)C1CCN(CC1)C(=O)OC(C)(C)C